N-(5-(5-acetamido-1H-pyrazol-1-yl)-1,3,4-thiadiazol-2-yl)-4-(2-chloro-6-cyanophenyl)-3-(2-methoxyethoxy)-2-oxo-2H-pyran-6-carboxamide C(C)(=O)NC1=CC=NN1C1=NN=C(S1)NC(=O)C1=CC(=C(C(O1)=O)OCCOC)C1=C(C=CC=C1C#N)Cl